4-(5-methyl-2-furyl)methylene-2,6-di-tert-butyl-2,5-cyclohexadien-1-one CC1=CC=C(O1)C=C1C=C(C(C(=C1)C(C)(C)C)=O)C(C)(C)C